4-amino-N-((3-(4-decylphenyl)-1,2,4-oxadiazol-5-yl)methyl)butanamide hydrochloride Cl.NCCCC(=O)NCC1=NC(=NO1)C1=CC=C(C=C1)CCCCCCCCCC